γ-glycidoxypropyldimethoxyisopropylsilane C(C1CO1)OCCC[Si](C(C)C)(OC)OC